CC1=NC(=CC(=N1)NC1=NN2C(C=C(C=C2)C2=C(C=NN2C)CO[C@H]2CNC[C@@H]2C)=C1)C N-(2,6-dimethylpyrimidin-4-yl)-5-(1-methyl-4-((((3R,4S)-4-methylpyrrolidin-3-yl)oxy)methyl)-1H-pyrazol-5-yl)pyrazolo[1,5-a]pyridin-2-amine